O=C1N(C(C2=CC=CC=C12)=O)CCCCCCCCCCCCCCN(C(=O)[C@@H]1CN(CCC1)C1=CN=CC2=CC=CC=C12)C=1C=CC(N(C1)CC(=O)OCC)=O ethyl (S)-2-(5-(N-(14-(1,3-dioxoisoindolin-2-yl)tetradecyl)-1-(isoquinolin-4-yl) piperidine-3-carboxamido)-2-oxopyridin-1(2H)-yl)acetate